tert-butyl [(3R,5S)-1-(3-nitro-6,7-dihydro-5H-cyclopenta[b]pyridin-4-yl)-5-(trifluoromethyl)piperidin-3-yl]carbamate [N+](=O)([O-])C=1C(=C2C(=NC1)CCC2)N2C[C@@H](C[C@@H](C2)C(F)(F)F)NC(OC(C)(C)C)=O